(R)-1-isopropyl-8-(6-(1-(2-(4-methoxypiperidin-1-yl)ethoxy)ethyl)pyridin-3-yl)-3-methyl-1H-imidazo[4,5-c]cinnolin-2(3H)-one C(C)(C)N1C(N(C=2N=NC=3C=CC(=CC3C21)C=2C=NC(=CC2)[C@@H](C)OCCN2CCC(CC2)OC)C)=O